BrC1=C2C(N(C=NC2=CC=C1O)C=1C=NC(=NC1)N1CCN(CC1)C(=O)OC(C)(C)C)=O tert-butyl 4-[5-(5-bromo-6-hydroxy-4-oxo-quinazolin-3-yl)pyrimidin-2-yl]piperazine-1-carboxylate